Cl.ClC1=CC2=C(C3=C(NC=4C=CC(=CC34)F)C(N(C2)C[C@H](CCCN)N)=O)C=C1 (S)-3-chloro-6-(2,5-diaminopentyl)-11-fluoro-5,8-dihydrobenzo[5,6]azepino[3,4-b]indol-7(6H)-one hydrochloride salt